benzyl (R)-3-amino-2-(((benzyloxy)carbonyl) amino)propanoate NC[C@H](C(=O)OCC1=CC=CC=C1)NC(=O)OCC1=CC=CC=C1